C(C1=CC=CC=C1)OC(=O)N[C@H](C)C1=CC=C2C(=N1)N(C(=C2)C=2N=C1N(C(=CC(=C1)C(=O)O)OC)C2C)CC2CC2 (R)-2-(6-(1-(((benzyloxy)carbonyl)amino)ethyl)-1-(cyclopropylmethyl)-1H-pyrrolo[2,3-b]pyridin-2-yl)-5-methoxy-3-methylimidazo[1,2-a]pyridine-7-carboxylic acid